C1(=CC=CC=C1)CN1CC(=CC1)C(=O)OC(C)(C)C tert-butyl 1-(phenylmethyl)-2,5-dihydropyrrole-3-carboxylate